1,3-bis(4-(allyloxy)phenyl)urea C(C=C)OC1=CC=C(C=C1)NC(=O)NC1=CC=C(C=C1)OCC=C